NC=1C2=C(N=CN1)N(C=C2C2=C1C=CN=CC1=C(C=C2)NC(=O)NC2=NOC(=C2)C2(CC2)C(F)(F)F)C2CC2 1-(5-(4-amino-7-cyclopropyl-7H-pyrrolo[2,3-d]pyrimidin-5-yl)isoquinolin-8-yl)-3-(5-(1-(trifluoromethyl)cyclopropyl)-isoxazol-3-yl)urea